tert-butyl (3S,5S)-3-[[4-[4-[4-(difluoromethylsulfonylamino)-5-fluoro-2-methyl-phenoxy]-2-methyl-thiazol-5-yl]pyrimidin-2-yl]amino]-5-fluoro-piperidine-1-carboxylate FC(S(=O)(=O)NC1=CC(=C(OC=2N=C(SC2C2=NC(=NC=C2)N[C@@H]2CN(C[C@H](C2)F)C(=O)OC(C)(C)C)C)C=C1F)C)F